perfluorot-butanesulfonic acid, sodium salt [Na+].FC(C(C(F)(F)F)(C(F)(F)F)S(=O)(=O)[O-])(F)F